diisopropenylisopropylsilyl acrylate C(C=C)(=O)O[Si](C(C)C)(C(=C)C)C(=C)C